C(C)(C)(C)OC(=O)N(CCN(C(OC(C)(C)C)=O)C)CCC(NC1=NC=CC(=C1)NC1=C(N=NC(=C1)C1=C(C=CC(=C1)Cl)F)C)=O tert-butyl N-(2-{[(tert-butoxy)carbonyl]({2-[(4-{[6-(5-chloro-2-fluoro phenyl)-3-methylpyridazin-4-yl] amino} pyridin-2-yl)carbamoyl]ethyl})amino}ethyl)-N-methylcarbamate